C[C@@H]1[C@H]([C@@H]1C1=NC=CC=C1)C(=O)OCC1=CC=CC=C1 benzyl (1R,2S,3R)-2-methyl-3-(pyridin-2-yl)cyclopropane-1-carboxylate